(6-(3,5-dimethyl-1H-pyrazol-1-yl)-4-methylpyridazin-3-yl)methanol CC1=NN(C(=C1)C)C1=CC(=C(N=N1)CO)C